C(C)(C)N(P(OCCC#N)O[C@@H]1[C@H](O[C@H]([C@@H]1OC)N1C(NC(C=C1)=O)=O)OCP(=O)(OCC)OCC)C(C)C 2-cyanoethyl ((2R,3S,4R,5R)-2-((diethoxyphosphoryl)methoxy)-5-(2,4-dioxo-3,4-dihydropyrimidin-1(2H)-yl)-4-methoxytetrahydrofuran-3-yl) diisopropylphosphoramidite